CN(S(=O)(=O)C(C(C(C(C(C(C(C(F)(F)F)(F)F)(F)F)(F)F)(F)F)(F)F)(F)F)(F)F)CCO 2-(N-methylperfluoro-1-octanesulfonamido)ethanol